4-butanelactone C1(CCCO1)=O